ClC=1C(N(N=CC1OCCO)C1OCCCC1)=O chloro-5-(2-hydroxyethoxy)-2-(tetrahydro-2H-pyran-2-yl)pyridazin-3(2H)-one